FC1=CC(=CC=2C=COC21)C2=CC=NC(N2C(C)C2=CC(=CC=C2)C=2C=NN(C2)C)C 6-(7-fluoro-1-benzofuran-5-yl)-2-methyl-N-{1-[3-(1-methyl-1H-pyrazol-4-yl)phenyl]ethyl}pyrimidin